2-(2-acetamidoethylamino)-4-(phenylamino)pyrimidine-5-carboxamide C(C)(=O)NCCNC1=NC=C(C(=N1)NC1=CC=CC=C1)C(=O)N